5-(4-aminophenyl)-1-methylpyrrolidin-2-one NC1=CC=C(C=C1)C1CCC(N1C)=O